N-(4-(4-amino-7-(1-(2-hydroxyethyl)-1H-pyrazol-4-yl)-1-methyl-1H-pyrazolo[4,3-c]pyridin-3-yl)-2-((4-fluorobenzyl)oxy)phenyl)-1,1-difluoro-methanesulfonamide NC1=NC=C(C2=C1C(=NN2C)C2=CC(=C(C=C2)NS(=O)(=O)C(F)F)OCC2=CC=C(C=C2)F)C=2C=NN(C2)CCO